(R)-7-bromo-3-methyl-1H-pyrido[2,3-b][1,4]oxazin-2(3H)-one BrC1=CC2=C(O[C@@H](C(N2)=O)C)N=C1